4-(4-methoxybenzyl)-2,4-dihydro-5H-pyrazolo[4,3-b]Pyridin-5-one COC1=CC=C(CN2C=3C(C=CC2=O)=NNC3)C=C1